4-[8-amino-1-(2-ethoxy-6-fluoro-4-{[4-(trifluoromethyl)pyridin-2-yl]carbamoyl}phenyl)-5-fluoroimidazo[1,5-a]pyrazin-3-yl]-1,4-dimethylcyclohexanecarboxylic acid NC=1C=2N(C(=CN1)F)C(=NC2C2=C(C=C(C=C2F)C(NC2=NC=CC(=C2)C(F)(F)F)=O)OCC)C2(CCC(CC2)(C(=O)O)C)C